(1-methyl-3-(trifluoromethyl)-1H-pyrazol-4-yl)methanol CN1N=C(C(=C1)CO)C(F)(F)F